(S)-1'-(6-amino-5-((2-(azetidin-1-yl)-3-chloropyridin-4-yl)thio)pyrazin-2-yl)-2-methyl-2,6-dihydro-4H-spiro[cyclopenta[c]pyrazole-5,4'-piperidin]-4-amine NC1=C(N=CC(=N1)N1CCC2(CC1)[C@@H](C=1C(=NN(C1)C)C2)N)SC2=C(C(=NC=C2)N2CCC2)Cl